ClC=1C=CC(=C(C1)C1=CC(N(C=N1)C(CC)C=1N=NN(C1)C1=CC=CC=C1)=O)N1N=NC(=C1)Cl 6-(5-chloro-2-(4-chloro-1H-1,2,3-triazol-1-yl)phenyl)-3-(1-(1-phenyl-1H-1,2,3-triazol-4-yl)propyl)pyrimidin-4(3H)-one